2-benzofuran-3-yl-ethylamine hydrochloride Cl.O1C=C(C2=C1C=CC=C2)CCN